ClC1=CC=C(C=C1)NC(NC1=CC(=CC=C1)C=1C=NC=NC1)=O 3-(4-chlorophenyl)-1-[3-(pyrimidin-5-yl)phenyl]Urea